2-((2-chloro-4-((4-nitrophenyl)amino)quinolin-6-yl)oxy)acetamide ClC1=NC2=CC=C(C=C2C(=C1)NC1=CC=C(C=C1)[N+](=O)[O-])OCC(=O)N